1-(2,4-dichlorophenyl)cyclopropanealdehyde ClC1=C(C=CC(=C1)Cl)C1(CC1)C=O